OC1=C(C=CC=C1)C1=CC(=CN=N1)N1CCC(CC1)(C1=CC=CC=C1)CNC(=O)[C@@H]1NCCC1 (R)-N-((1-(6-(2-hydroxyphenyl)pyridazin-4-yl)-4-phenylpiperidin-4-yl)methyl)pyrrolidine-2-carboxamide